C(C1=CC=CC=C1)[C@@H]1CN(CC1)C(CCC=1C(=NN(C1C)C=1C=CC=2N(N1)C(=NN2)C)C)=O (S)-1-(3-benzylpyrrolidin-1-yl)-3-(3,5-dimethyl-1-(3-methyl-[1,2,4]triazolo[4,3-b]pyridazin-6-yl)-1H-pyrazol-4-yl)propan-1-one